C(CCC)(=O)OCCCCCCCCCCCCCC Tetradecyl butyrate